n-ethyl-2-(4-methoxyphenoxy)-N-(thiophen-2-ylmethyl)acetamide C(C)N(C(COC1=CC=C(C=C1)OC)=O)CC=1SC=CC1